COC(=O)C1=C(NC(=C(C1C=1C2=C(SC1)C(=CC=C2)C#N)C(=O)OC)C2CCCCC2)C2CCCCC2 4-(7-Cyanobenzo[b]thiophen-3-yl)-2,6-dicyclohexyl-1,4-dihydropyridine-3,5-dicarboxylic acid dimethyl ester